benzyl-1-(2-bromo-5-benzyloxybenzyl)-6-methoxy-3,4-dihydro-2-isoquinolinecarboxylic acid C(C1=CC=CC=C1)C1N(C(C2=CC=C(C=C2C1)OC)CC1=C(C=CC(=C1)OCC1=CC=CC=C1)Br)C(=O)O